OCC1=NC(=NN1)NC(=S)NC(C1=CC=CC=C1)=O N-{[5-(hydroxymethyl)-1H-1,2,4-triazol-3-yl]carbamothioyl}benzamide